N[C@@H]1[C@@H](OCC12CCN(CC2)C=2C(=NC(=CN2)SC2=CC=NC1=C2OC[C@H]2N1C[C@@H](C2)OC)CO)C (3-((3S,4S)-4-amino-3-methyl-2-oxa-8-azaspiro[4.5]decan-8-yl)-6-(((6aS,8R)-8-methoxy-6a,7,8,9-tetrahydro-6H-pyrido[3,2-b]pyrrolo[1,2-d][1,4]oxazin-4-yl)thio)pyrazin-2-yl)methanol